OC=1C=C(C#N)C=CC1C=1N=NC(=C2C1SC=C2)N[C@H]2CNCCC2 (R)-3-hydroxy-4-(4-(piperidin-3-ylamino)thieno[2,3-d]pyridazin-7-yl)benzonitrile